C(C1=CC=CC=C1)OC(=O)N[C@@H](C(C)C)C(=O)O N-((benzyloxy)carbonyl)-L-valine